3-(2-(tribromomethyl)phenyl)-1,5-dimethylpyrazol-4-ol BrC(C1=C(C=CC=C1)C1=NN(C(=C1O)C)C)(Br)Br